ClC=1C=NN(C1C(=O)NC1=NC=C(C=C1C)C#CC=1SC=CC1)CC1CCN(CC1)C(=O)C1CC1 4-chloro-1-((1-(cyclopropanecarbonyl)piperidin-4-yl)methyl)-N-(3-methyl-5-(thiophen-2-ylethynyl)pyridin-2-yl)-1H-pyrazole-5-carboxamide